N1(CCC1)C1=CC2=C(C=C(O2)C(=O)NS(=O)(=O)C2=C(C=CC=C2)C2=NC(=NO2)C)C(=C1)F 6-(Azetidin-1-yl)-4-fluoro-N-[2-(3-methyl-1,2,4-oxadiazol-5-yl)benzene-1-sulfonyl]-1-benzofuran-2-carboxamide